C1(=CC=CC=C1)N(C(=O)N1[C@H]([C@@H]2CC[C@@H](C1)N2C(N(C2=CC=CC=C2)C2=CC=CC=C2)=O)C(=O)O)C2=CC=CC=C2 |&1:14| (1S,2R,SR)-3,8-bis(diphenylcarbamoyl)-3,8-diazabicyclo[3.2.1]octane-2-carboxylic acid